N-(2-amino-6-methylphenyl)-2-methyl-5-(3-methyl-1,2-oxazol-5-yl)benzene-1-sulfonamide NC1=C(C(=CC=C1)C)NS(=O)(=O)C1=C(C=CC(=C1)C1=CC(=NO1)C)C